NCCNC(CCCCCNC(CCCCC1SC[C@@H]2NC(N[C@@H]21)=O)=O)=O N-(2-aminoethyl)-6-(5-((3aS,6aR)-2-oxohexahydro-1H-thieno[3,4-d]imidazol-4-yl)pentanamido)hexanamide